[Ir+3].CC1=NN(C(N1)C1=CC=CC=C1)C1=C(C=CC=C1)C.CC1=NN(C(N1)C1=CC=CC=C1)C1=C(C=CC=C1)C.CC1=NN(C(N1)C1=CC=CC=C1)C1=C(C=CC=C1)C tris[3-methyl-1-(2-methylphenyl)-5-phenyl-4H-1,2,4-triazole] iridium (III)